C[C@@]12N(CCN(C1)C=1C=CC=3N(C(C=C(N3)C=3C=C(C=4N(N3)C=C(N4)C)C)=O)C1)CCC2 7-[(8aS)-8a-methyl-1,3,4,6,7,8-hexahydropyrrolo[1,2-a]pyrazin-2-yl]-2-(2,8-dimethylimidazo[1,2-b]pyridazin-6-yl)pyrido[1,2-a]pyrimidin-4-one